cis-N-styryl-amide C(=C/C1=CC=CC=C1)/[NH-]